(R)-2-chloro-8-cyclohexyl-5,7-dimethyl-7,8-dihydropteridin-6(5H)-one ClC1=NC=2N([C@@H](C(N(C2C=N1)C)=O)C)C1CCCCC1